O1CCN(CC1)C(=O)C1=C(N=C(S1)NC1=NC=CC(=C1)C(F)(F)F)C1=NC=CC=C1 morpholino(4-(pyridin-2-yl)-2-(4-(trifluoromethyl)pyridin-2-ylamino)thiazol-5-yl)methanone